6-Chloro-N-[1-(cyclopropylmethyl)piperidin-4-yl]-2-{3-methoxy-4-[4-(2-methoxyethyl)piperazin-1-yl]phenyl}-3H-imidazo[4,5-b]pyridin-7-amine ClC=1C(=C2C(=NC1)NC(=N2)C2=CC(=C(C=C2)N2CCN(CC2)CCOC)OC)NC2CCN(CC2)CC2CC2